4-(3-hydroxy-1-naphthalenyl)-2-(2-(2-propenoyl)-2,6-diazaspiro[3.4]octan-6-yl)-3-quinolinecarbonitrile OC=1C=C(C2=CC=CC=C2C1)C1=C(C(=NC2=CC=CC=C12)N1CC2(CN(C2)C(C=C)=O)CC1)C#N